4-methyl-6-(4-(((3s,5r)-3-methyl-5-(4-methyl-1-oxo-1,3-dihydroisobenzofuran-5-yl-3-d)piperazin-1-yl)methyl)-2H-1,2,3-triazol-2-yl)pyridine-3-carbonitrile CC1=C(C=NC(=C1)N1N=CC(=N1)CN1C[C@@H](N[C@@H](C1)C=1C(=C2C(OC(C2=CC1)=O)[2H])C)C)C#N